C(C=C)C(C(C(=O)[O-])(O)CC=C)(O)C(=O)[O-] Diallyltartrat